N-[3-[5-chloro-2-(difluoromethoxy)phenyl]-1-[(2S)-2-(methylamino)propyl]-1H-pyrazol-4-yl]pyrazolo[1,5-a]pyrimidine-3-carboxamide ClC=1C=CC(=C(C1)C1=NN(C=C1NC(=O)C=1C=NN2C1N=CC=C2)C[C@H](C)NC)OC(F)F